CC1=CC=C(C=C1)S(=O)(=O)O.CN1C=NC=C1 1-methylimidazole p-toluenesulfonate salt